C(=C)[Si](OC1=CC=CC=C1)(OC1=CC=CC=C1)OC1=CC=CC=C1 vinyltri(phenoxy)silane